FC1=C(C=CC(=C1)F)S(=O)(=O)NC=1C(=NC=C(C1)C=1C=C2C(=NC=NC2=CC1)N1CCN(CC1)C(\C=C\C(C)=O)=O)OC(F)(F)F (E)-2,4-difluoro-N-(5-(4-(4-(4-oxopent-2-enoyl)piperazin-1-yl)quinazoline-6-yl)-2-(trifluoromethoxy)pyridin-3-yl)benzenesulfonamide